1-((4-Chloropyridin-2-yl)methyl)dihydropyrimidine-2,4(1H,3H)-dione ClC1=CC(=NC=C1)CN1C(NC(CC1)=O)=O